ClC=1N=C(C=2N(C1)N=CC2C#N)C=2C=NC(=CC2)N2CC1N(C(C2)C1)CC=1C=NC(=CC1)OC 6-chloro-4-[6-[6-[(6-methoxy-3-pyridyl)methyl]-3,6-diazabicyclo[3.1.1]heptan-3-yl]-3-pyridyl]pyrazolo[1,5-a]pyrazine-3-carbonitrile